ClC=1C(=C(C=CC1N)C1=CC=C(C=C1)N)Cl dichloro-4,4'-diaminobiphenyl